COC([C@@H](NS(=O)(=O)C1=CC=C(C)C=C1)CCCNC(N)=N)=O Tosyl-L-Arginine Methyl Ester